(2-amino-[1,2,4]triazolo[1,5-a]pyridin-7-yl)-N-((2r,3r)-3-(4-chlorophenyl)-2-fluoro-3-hydroxypropyl)-2-fluoro-6-methylbenzamide NC1=NN2C(C=C(C=C2)C=2C(=C(C(=O)NC[C@H]([C@H](O)C3=CC=C(C=C3)Cl)F)C(=CC2)C)F)=N1